(S)-Methyl 2-chloropropanoate Cl[C@H](C(=O)OC)C